C1(CCC1)C=1C=NN2C1N=C(C=C2NC2=CC(=CC(=C2)C)F)NCN2C[C@@H](CCC2)O (3R,4R)-((3-cyclobutyl-7-((3-fluoro-5-methylphenyl)amino)pyrazolo[1,5-a]pyrimidin-5-yl)aminomethyl)piperidin-3-ol